NC1=C2N=CN(C2=NC(=N1)F)[C@H]1C[C@@H]([C@@](O1)(C#C)CO[P@](=O)(OC1=CC=CC=C1)N[C@@H](CC1=CC=CC=C1)C(=O)OCC(CC)CC)OC(=O)OC(CCCC)CCCC 2-Ethylbutyl ((S)-(((2R,3S,5R)-5-(6-amino-2-fluoro-9H-purin-9-yl)-2-ethynyl-3-(((nonan-5-yloxy)carbonyl)oxy)tetrahydrofuran-2-yl)methoxy)(phenoxy)phosphoryl)-L-phenylalaninate